NC1=C2NC(N(C2=NC(=N1)NCCCC)CC=1C=NC(=CC1)NCCN(C)CCN)=O 6-amino-9-((6-(2-((2-aminoethyl)(methyl)amino)ethylamino)pyridin-3-yl)methyl)-2-(butylamino)-7H-purin-8(9H)-one